1,4-diallyl-2-methyl-Piperazine C(C=C)N1C(CN(CC1)CC=C)C